2-[2-hydroxy-5-(acryloyloxyhexyl)phenyl]-2H-benzotriazole OC1=C(C=C(C=C1)CCCCCCOC(C=C)=O)N1N=C2C(=N1)C=CC=C2